NC1=NC=C(C=C1C(=O)N[C@@H]1[C@H](CCC1)OCC1=CC=C(C=C1)Br)C1=CC=NS1 2-amino-N-{(1S,2S)-2-[(4-bromophenyl)methoxy]cyclopentyl}-5-(1,2-thiazol-5-yl)pyridine-3-carboxamide